F[C@H]1[C@H]([C@@H]2CN[C@]1(CC2)C)OC2=CC=C(N=N2)C2=C(C=C(C=C2)C2=NC=NC(=N2)OC)O 2-(6-(((1S,4S,5S,6R)-6-fluoro-1-methyl-2-azabicyclo[2.2.2]octan-5-yl)oxy)pyridazin-3-yl)-5-(4-methoxy-1,3,5-triazin-2-yl)phenol